Benzo[6,7]indolizino[1,2-b]quinolin-11(13H)-one C1=C2C=C3C(=NC2=CC=C1)C1=CC2=C(C(N1C3)=O)C=CC=C2